C(C1=CC=CC=C1)C1(C[C@@H]2[C@@H](CN(C2)CC(=O)C2=CC(=C(C=C2)O)F)C1)OC 2-((3aR,5r,6aS)-5-benzyl-5-methoxyhexa-hydrocyclopenta[c]pyrrol-2(1H)-yl)-1-(3-fluoro-4-hydroxyphenyl)ethanone